COC(C1=C(C(=C(C(=C1)OC)OC)C)C(=O)N1CCN(CC1)CC1=CC(=CC=C1)C(=O)OC)=O methyl-4,5-dimethoxy-2-(4-(3-(methoxycarbonyl)benzyl)piperazine-1-carbonyl)benzoic acid methyl ester